2-(3-chloro-2,6-difluorophenyl)acetaldehyde ClC=1C(=C(C(=CC1)F)CC=O)F